CC(CS(=O)(=O)[O-])C 2-methyl-1-propansulfonat